ClC1=C(C=CC(=C1)F)[C@H](C)NC(CN1N=CC2=C(C1=O)C(=NN2C2CC2)C)=O (S)-N-(1-(2-Chloro-4-fluorophenyl)ethyl)-2-(1-cyclopropyl-3-methyl-4-oxo-1,4-dihydro-5H-pyrazolo[3,4-d]pyridazin-5-yl)acetamid